ClC1=C2C(=NN(C2=CC=C1)C1OCCCC1)C(CC(C(=O)OCC)(F)F)=O ethyl 4-(4-chloro-1-tetrahydropyran-2-yl-indazol-3-yl)-2,2-difluoro-4-oxo-butanoate